Z-1-chloro-2,3,3,3-tetrafluoropropene Cl\C=C(\C(F)(F)F)/F